(2,4-dimethoxybenzyl)-5-nitro-2-(2H-pyrazolo[3,4-c]Pyridin-2-yl)benzenesulfonamide COC1=C(CC=2C(=C(C=C(C2)[N+](=O)[O-])S(=O)(=O)N)N2N=C3C=NC=CC3=C2)C=CC(=C1)OC